allyltributoxysilane methyl-(R)-2-(1-(6-(5-((((3,3-difluorocyclobutyl)(methyl)carbamoyl)oxy)methyl)-1-methyl-1H-1,2,3-triazol-4-yl)-2-ethylpyridin-3-yl)piperidin-3-yl)acetate COC(C[C@@H]1CN(CCC1)C=1C(=NC(=CC1)C=1N=NN(C1COC(N(C)C1CC(C1)(F)F)=O)C)CC)=O.C(C=C)[Si](OCCCC)(OCCCC)OCCCC